BrC=1C(N(C(=CC1OCC1=NC=C(C=C1F)F)C)C1=CC(=NC=C1C)C1=NC(=CC=C1)C(C)(C)O)=O (M)-3-bromo-4-((3,5-difluoropyridin-2-yl)methoxy)-6''-(2-hydroxypropan-2-yl)-5',6-dimethyl-2H-[1,4':2',2''-terpyridin]-2-one